C12(CC3CC(CC(C1)C3)C2)CN2N=CC(=C2C)C2=C(N=C(S2)N2CCC3=C2N=NC(=C3C)NC=3SC2=C(N3)C=CC=C2)C(=O)OCC ethyl 5-{1-[(adamantan-1-yl)methyl]-5-methyl-1H-pyrazol-4-yl}-2-{3-[(1,3-benzothiazol-2-yl)amino]-methyl-5H,6H,7H-pyrrolo[2,3-c]pyridazin-7-yl}-1,3-thiazole-4-carboxylate